C(C1=CC=CC=C1)N(C[C@H](CCCCl)O)CC1=CC=CC=C1 (S)-1-dibenzylamino-5-chloro-2-pentanol